C(CCC)[N+]1(CCCCC1)C N-butyl-1-N-methyl-piperidinium